BrC1=CC=C(OC[C@H](COC\C(=C/CO)\C)O)C=C1 (S,Z)-4-(3-(4-bromophenoxy)-2-hydroxypropoxy)-3-methylbut-2-en-1-ol